3-(3-Hydroxyphenyl)-1-(4-phenylphenyl)prop-2-en-1-one OC=1C=C(C=CC1)C=CC(=O)C1=CC=C(C=C1)C1=CC=CC=C1